2-[2-amino-4-(4-aminopiperidin-1-yl)-5-(3-chloro-5-fluorophenyl)pyridin-3-yl]-7-fluoro-1H-1,3-benzodiazole-5-carbonitrile NC1=NC=C(C(=C1C1=NC2=C(N1)C(=CC(=C2)C#N)F)N2CCC(CC2)N)C2=CC(=CC(=C2)F)Cl